CC(C=C)C 3-methyl-1-Buten